BrC=1C(=C(SC1)C(=O)O)OCC1=CC=C(C=C1)CO 4-bromo-3-[4-(hydroxymethyl)benzyloxy]thiophene-2-carboxylic acid